8-ethoxy-N-isopropyl-7-(3-(pyrrolidin-1-yl)propoxy)-2,3-dihydro-1H-cyclopenta[c]quinolin-4-amine C(C)OC1=CC=2C3=C(C(=NC2C=C1OCCCN1CCCC1)NC(C)C)CCC3